C(C)(=O)OCCCCCC\C=C/CCCCCCCC Z-7-hexadecenyl acetate